5-ethynyl-1-β-D-ribofuranosylimidazole-4-carboxamide C(#C)C1=C(N=CN1[C@H]1[C@H](O)[C@H](O)[C@H](O1)CO)C(=O)N